CC1=C(C=CC=C1C)N1CCN(CC1)C(CN1N=C(C2=C1CCC2)C(=O)N2CCC(CC2)(CCC(F)(F)F)O)=O 1-[4-(2,3-Dimethylphenyl)piperazin-1-yl]-2-{3-[4-hydroxy-4-(3,3,3-trifluoropropyl)piperidin-1-carbonyl]-5,6-dihydrocyclopenta[c]pyrazol-1(4H)-yl}ethan-1-on